1-methoxy-4-((1r,2s,3s)-2-methyl-3-((E)-styryl)cyclopropyl)benzene COC1=CC=C(C=C1)[C@@H]1[C@H]([C@@H]1\C=C\C1=CC=CC=C1)C